FC=1C=C(C(=O)N=C2NCCN2)C=C(C1NC1=CC(=CC=C1)C(=O)N1CCOCC1)C1OCCC1 3-fluoro-N-[imidazolidin-2-ylidene]-4-{[3-(morpholine-4-carbonyl)phenyl]amino}-5-(oxolane-2-yl)benzamide